BrC1=CC=C2C=C(N(C2=C1)C(=O)OC(C)(C)C)CC(=O)NC tert-butyl 6-bromo-2-(2-(methylamino)-2-oxoethyl)-1H-indole-1-carboxylate